C(C)O/C=C/C1=CC2=C(C(=N1)C(=O)OC)C=NN2C2OCCCC2 methyl (E)-6-(2-ethoxyvinyl)-1-(tetrahydro-2H-pyran-2-yl)-1H-pyrazolo[4,3-c]pyridine-4-carboxylate